ClC=1C=C2C(=NC(=NC2=CC1F)C)S 6-chloro-7-fluoro-2-methylquinazoline-4-thiol